C(C1=CC=CC=C1)OC=1C(=CC2=C(C1)NC1=C2C2=C(C=3C4=CC=CC=C4N(C13)CCN1CCOCC1)C(N(C2=O)CC2=C(C=C(C=C2)OC)OC)=O)F 2-(benzyloxy)-6-(2,4-dimethoxybenzyl)-3-fluoro-12-(2-morpholin-4-ylethyl)-12,13-dihydro-5H-indolo[2,3-a]pyrrolo[3,4-c]carbazole-5,7(6H)-dione